methyl 3-(3'-adamantan-1-yl-4'-tert-butoxycarbonylmethoxy-biphenyl-4-yl)-acrylate C12(CC3CC(CC(C1)C3)C2)C=2C=C(C=CC2OCC(=O)OC(C)(C)C)C2=CC=C(C=C2)C=CC(=O)OC